FCCCN1C[C@H](CC1)OC1=CC=C(C=C1)C1=C(CCCC2=C1C=CC(=C2)O)C2=C(C=C(C=C2)F)C(F)(F)F 5-[4-[(3S)-1-(3-fluoropropyl)pyrrolidin-3-yl]oxyphenyl]-6-[4-fluoro-2-(trifluoro-methyl)phenyl]-8,9-dihydro-7H-benzo[7]annulen-2-ol